(S)-(6-((5-bromo-2-((3-cyclopropyl-1,2,3,4,4a,5-hexahydrobenzo[b]pyrazino[1,2-d][1,4]oxazin-8-yl)amino)pyrimidin-4-yl)amino)quinoxalin-5-yl)dimethylphosphine oxide BrC=1C(=NC(=NC1)NC=1C=CC2=C(OC[C@H]3N2CCN(C3)C3CC3)C1)NC=1C(=C3N=CC=NC3=CC1)P(C)(C)=O